BrC=1C=C(C=CC1)C1=CC(=NO1)NC(=O)C1(CN(CCC1)C(=O)OC(C)(C)C)F tert-butyl 3-((5-(3-bromophenyl) isoxazol-3-yl) carbamoyl)-3-fluoropiperidine-1-carboxylate